C(C(C)C)C(COC)(COC)CCCCC 2-isobutyl-2-n-pentyl-1,3-dimethoxypropane